(l)-2-[[3-[5-(trifluoromethyl)-2-thienyl]imidazo[1,2-b]pyridazin-6-yl]amino]-7-azaspiro[3.5]nonane-7-carboxylic acid tert-butyl ester C(C)(C)(C)OC(=O)N1CCC2(CC(C2)NC=2C=CC=3N(N2)C(=CN3)C=3SC(=CC3)C(F)(F)F)CC1